NC1=C(C=C(C=N1)NC(C(=O)N1[C@@H](CC[C@H](C1)C)C)=O)C N-(6-amino-5-methyl-3-pyridyl)-2-[(2R,5R)-2,5-dimethyl-1-piperidyl]-2-oxo-acetamide